7-Bromo-2,8-dichloro-quinoxaline BrC1=CC=C2N=CC(=NC2=C1Cl)Cl